ClC=1C=C(C=CC1F)C(C=1NC(=C(N1)S(=O)(=O)C)C)OC1CC2(C1)CCC2 2-[(3-chloro-4-fluorophenyl)({spiro[3.3]heptan-2-yloxy})methyl]-4-methanesulfonyl-5-methyl-1H-imidazole